N-((3aR,5r,6aS)-2-(5-bromopyridin-2-yl)octahydrocyclopenta[c]pyrrol-5-yl)-3-chloropicolinamide BrC=1C=CC(=NC1)N1C[C@@H]2[C@H](C1)CC(C2)NC(C2=NC=CC=C2Cl)=O